5-(1-fluoromethyl-cyclopropylmethoxy)-4-methoxy-pyridine-2-carboxylic acid FCC1(CC1)COC=1C(=CC(=NC1)C(=O)O)OC